N1C=C(C2=CC=CC=C12)N1CCN(CC1)C=1C=CC2=C(N=C(O2)N2CCOCC2)C1 5-(4-(1H-indol-3-yl)piperazin-1-yl)-2-morpholinobenzo[d]oxazole